C/C=1/CCC2C(CC2C(CC\C1)=C)(C)C (4Z)-4,11,11-trimethyl-8-methylenebicyclo[7.2.0]undec-4-ene